lithium allylzinc chloride [Cl-].C(C=C)[Zn+].[Li+].[Cl-]